((6-(((3S,6S,10aS)-5-oxo-3-(6-phenyl-4-azaspiro[2.4]heptane-4-carbonyl)decahydropyrrolo[1,2-a]azocin-6-yl)carbamoyl)isoquinolin-3-yl)methyl)phosphonic acid O=C1[C@H](CCCC[C@@H]2N1[C@@H](CC2)C(=O)N2C1(CC1)CC(C2)C2=CC=CC=C2)NC(=O)C=2C=C1C=C(N=CC1=CC2)CP(O)(O)=O